(4-(3-amino-6-(1-isobutyrylpiperidin-4-yl)-1-methyl-1H-pyrazolo[3,4-b]pyridin-4-yl)phenyl)-N-(4-fluorophenyl)cyclopropane-1,1-dicarboxamide NC1=NN(C2=NC(=CC(=C21)C2=CC=C(C=C2)C2C(C2)(C(=O)NC2=CC=C(C=C2)F)C(=O)N)C2CCN(CC2)C(C(C)C)=O)C